The molecule is a glycophytoceramide having a 6-thio-alpha-D-galactopyranosyl residue at the O-1 position and a hexacosanoyl group attached to the nitrogen. It derives from a 6-thio-beta-D-galactose. CCCCCCCCCCCCCCCCCCCCCCCCCC(=O)N[C@@H](CO[C@@H]1[C@@H]([C@H]([C@H]([C@H](O1)CS)O)O)O)[C@@H]([C@@H](CCCCCCCCCCCCCC)O)O